CN1CC2=CC(=CC(=C2CC1)C)C=1N=C(C(=NC1)N)OC=1C=NN(C1)C1CCOCC1 (2,5-dimethyl-1,2,3,4-tetrahydroisoquinolin-7-yl)-3-(1-(tetrahydro-2H-pyran-4-yl)-1H-pyrazol-4-yloxy)pyrazin-2-amine